2-isocyanato-N,N-bis(pyridin-2-ylmethyl)ethan-1-amine N(=C=O)CCN(CC1=NC=CC=C1)CC1=NC=CC=C1